3-((3,3-Difluorocyclobutyl)methyl) 5-methyl 2-amino-4-(7-cyanobenzo[b]thiophen-3-yl)-6-methyl-1,4-dihydropyridine-3,5-dicarboxylate NC=1NC(=C(C(C1C(=O)OCC1CC(C1)(F)F)C=1C2=C(SC1)C(=CC=C2)C#N)C(=O)OC)C